N-{4-[(5-methyl-3-nitropyridin-2-yl)oxy]phenyl}but-2-ynamide CC=1C=C(C(=NC1)OC1=CC=C(C=C1)NC(C#CC)=O)[N+](=O)[O-]